O1P(OC1)(=O)OP(=O)([O-])[O-] Methylene diphosphate